5-(bromomethyl)-2,3'-dimethoxy-1,1'-biphenyl BrCC=1C=CC(=C(C1)C1=CC(=CC=C1)OC)OC